N-(2,6-dimethylphenyl)-2-{[4-(4-methylpiperazin-1-yl)phenyl]amino}-4-{[2-(prop-2-enamido)phenyl]amino}pyrimidine-5-carboxamide CC1=C(C(=CC=C1)C)NC(=O)C=1C(=NC(=NC1)NC1=CC=C(C=C1)N1CCN(CC1)C)NC1=C(C=CC=C1)NC(C=C)=O